N1C=C(C2=CC=CC=C12)C(C(C)NC)=O 1-(1H-indol-3-yl)-2-(methylamino)propan-1-one